NC[C@H](CC(=O)O)C[C@H](C)OCCF (3s,5s)-3-aminomethyl-5-(2-fluoro-ethoxy)-hexanoic acid